ClCC(=O)N1C2=C(NC(C3=C1C=CC=C3)=O)C=CC=N2 11-(2-chloroacetyl)-5,11-dihydro-6H-pyrido[2,3-b][1,4]benzodiazepin-6-one